di(phenyl)acetic acid C1(=CC=CC=C1)C(C(=O)O)C1=CC=CC=C1